2-[6-(1,7-Diazaspiro[3.5]nonan-1-yl)[1,3]thiazolo[4,5-c]pyridazin-3-yl]-5-(1H-pyrazol-4-yl)phenol N1(CCC12CCNCC2)C=2SC1=C(N=NC(=C1)C1=C(C=C(C=C1)C=1C=NNC1)O)N2